(2-chloro-5-(prop-1-en-2-yl)pyridin-3-yl)methanol ClC1=NC=C(C=C1CO)C(=C)C